C(#N)C=1C(=CC(=NC1N1[C@H](CC1)C)C=1C=NN(C1)CC(=O)NCCO)C(F)(F)F 2-[4-[5-cyano-6-[(2S)-2-methylazetidin-1-yl]-4-(trifluoromethyl)-2-pyridyl]pyrazol-1-yl]-N-(2-hydroxyethyl)acetamide